(3-iodophenyl)-N-methyl-8-nitro-[1,2,4]triazolo[4,3-a]quinazolin-5-amine IC=1C=C(C=CC1)C1=NN=C2N1C1=CC(=CC=C1C(=N2)NC)[N+](=O)[O-]